butyl (((2S,3S)-4-bromo-5-chloro-3-hydroxy-2-phenyl-2,3-dihydrobenzofuran-2-yl)methyl)carbamate BrC1=C(C=CC2=C1[C@@H]([C@](O2)(C2=CC=CC=C2)CNC(OCCCC)=O)O)Cl